CC1=CC(=NC=C1C)C1=CC(=C(C=C1)C)B1OC(C(O1)(C)C)(C)C 4,5-dimethyl-2-(4-methyl-3-(4,4,5,5-tetramethyl-1,3,2-dioxaborolan-2-yl)phenyl)pyridine